ClC1=C(C(=C2C=NN(C2=C1)C1OCCCC1)C1=NC=CN2C1=C(C=1N=C(N=C(C12)N1CCOC[C@](C1)(O)C)S(=O)C)F)C#C (6S)-4-(9-(6-chloro-5-ethynyl-1-(tetrahydro-2H-pyran-2-yl)-1H-indazol-4-yl)-10-fluoro-2-(methylsulfinyl)pyrazino[1',2':1,5]pyrrolo[3,2-d]pyrimidin-4-yl)-6-methyl-1,4-oxazepan-6-ol